FC1=CC=C(C=C1)C1=C(CCC(C1)(C)C)CN1C2CN(CC1CC2)C(=O)C=2C=C1CN(C(C1=CC2)=O)C2C(NC(CC2)=O)=O 3-(5-(8-((4'-fluoro-5,5-dimethyl-3,4,5,6-tetrahydro-[1,1'-biphenyl]-2-yl)methyl)-3,8-diazabicyclo[3.2.1]octane-3-carbonyl)-1-oxoisoindolin-2-yl)piperidine-2,6-dione